2-(3-bromo-phenyl)-naphthalene BrC=1C=C(C=CC1)C1=CC2=CC=CC=C2C=C1